CC(C(=O)NCCO)=C methyl-N-hydroxyethyl-acrylamide